C(C1=CC=CC=C1)NC(=O)N[C@@H]1C[C@H](C=2C1=CC(=C1C=C(N=CC21)C2CC2)S(NCC(C)C)(=O)=O)NC2=NC1=C(N2)C=CC=C1 |r| 1-benzyl-3-[trans-(7RS,9RS)-9-(1H-benzimidazol-2-ylamino)-3-cyclopropyl-5-(2-methylpropylsulfamoyl)-8,9-dihydro-7H-cyclopenta[h]isoquinolin-7-yl]urea